9H-pyrrolo[2,3-b:5,4-c']dipyridin N1=C2C(=CC=C1)C=1C(=CN=CC1)N2